C1(CCCCC1)C1=CC=C(C=C1)C1=CC=C(C=C1)Br 4-(4'-cyclohexylphenyl)bromobenzene